FC=1C=C(C=CC1F)NC(=O)N1CC=2OC3CC(NS(C2C1C)(=O)=O)C3 cis-N-(3,4-difluorophenyl)-9-methyl-3,4,5,6-tetrahydro-2H,9H-3,5-methanopyrrolo[3,4-b][1,4,5]oxathiazocine-8-carboxamide 1,1-dioxide